OCC(C(=O)[O-])(O)C1=CC=CC=C1 (hydroxy)phenyllactate